C(C)(=O)OCCOC1=CC=C(C=C1)C[C@@H](COCC)N1C=NC=2C=NC=3C=CC=CC3C21 (S)-2-(4-(3-ethoxy-2-(1H-imidazo[4,5-c]quinolin-1-yl)propyl)phenoxy)ethyl acetate